4-(5-fluoro-1H-pyrazol-1-yl)aniline chromium [Cr].FC1=CC=NN1C1=CC=C(N)C=C1